C=1N=CN2C1C1=CC=CC=C1[C@H]2[C@H]2C1(COC1)C[C@@H]2O (5R,6S)-5-((R)-5H-imidazo[5,1-a]isoindol-5-yl)-2-oxaspiro[3.3]heptan-6-ol